ethyl (tert-butoxycarbonyl)-L-asparaginate C(C)(C)(C)OC(=O)N[C@@H](CC(N)=O)C(=O)OCC